BrC1=C(C(=C(N)C(=C1F)F)F)F 4-bromo-2,3,5,6-tetrafluoroaniline